3-(1-ethoxyvinyl)-5-fluoropyridine C(C)OC(=C)C=1C=NC=C(C1)F